C(C)(C)(C)OC(=O)C=1C=CCN=CC1 Azepine-5(2H)-formic acid tert-butyl ester